[2-Chloro-4-fluoro-5-(7-morpholin-4-ylquinazolin-4-yl)-phenyl]-(6-methoxy-pyridazin-3-yl)-methanol ClC1=C(C=C(C(=C1)F)C1=NC=NC2=CC(=CC=C12)N1CCOCC1)C(O)C=1N=NC(=CC1)OC